S(=O)(=O)(O)[N+](S(=O)(=O)O)(S(=O)(=O)O)S(=O)(=O)O tetra-sulfoammonium